C(C)C1=NC=2N(C=C1)C1=C(N2)C=CC=C1 2-Ethylbenzo[4,5]imidazo[1,2-a]pyrimidin